5-((4-cyclopentyl-2,3-dioxopiperazin-1-yl)methyl)-2-phenylpyridine 1-oxide C1(CCCC1)N1C(C(N(CC1)CC=1C=CC(=[N+](C1)[O-])C1=CC=CC=C1)=O)=O